Cl.COC([C@@H](NS(=O)(=O)C1=CC=C(C)C=C1)CCCNC(N)=N)=O Nα-Tosyl-L-arginine Methyl Ester Hydrochloride